methanol TFA Salt OC(=O)C(F)(F)F.CO